NC1=NC=C(C(=N1)OC)C#CC=1C=C(C(=O)N[C@H]2CC3(CC3)C[C@@H]2O)C=CC1OC(F)F 3-[2-(2-amino-4-methoxypyrimidin-5-yl)ethynyl]-4-(difluoromethoxy)-N-[(5S,6S)-6-hydroxyspiro[2.4]heptan-5-yl]benzamide